5-[3-(1H-imidazol-5-yl)-6-{[2-(oxolan-3-yl)ethoxy]methyl}imidazo[1,2-a]pyrimidin-2-yl]-3-(trifluoromethyl)-1H-1,2,4-triazole N1C=NC=C1C1=C(N=C2N1C=C(C=N2)COCCC2COCC2)C2=NC(=NN2)C(F)(F)F